O=C1NC=C(C(N1)=O)C=1C=C(C=2N(N1)C=CN2)[C@@H]2[C@H](C2)C2=CC=C(C(=O)NC)C=C2 4-((1S,2S)-2-(6-(2,4-dioxo-1,2,3,4-tetrahydropyrimidin-5-yl)imidazo[1,2-b]pyridazin-8-yl)cyclopropyl)-N-methylbenzamide